C(C)OC(CCCCCN)=O 6-aminohexanoic acid ethyl ester